(3-(4-fluoro-2-methyl-1-(1-methylpiperidin-4-yl)-1H-benzo[d]imidazol-6-yl)-1H-pyrrolo[2,3-b]pyridin-5-yl)(3-methyl-3,8-diazabicyclo[3.2.1]octan-8-yl)methanone FC1=CC(=CC=2N(C(=NC21)C)C2CCN(CC2)C)C2=CNC1=NC=C(C=C12)C(=O)N1C2CN(CC1CC2)C